2-methylenebenzoyl-hydrazine C=C1C(C(=O)NN)C=CC=C1